C(#N)C1=CC2=C(NC(=N2)C2=CC=C(C=C2)NC(=O)C=2NC=CC2)C=C1 1H-pyrrole-2-carboxylic acid [4-(5-cyano-1H-benzoimidazol-2-yl)-phenyl]Amide